ClC1=CC=C(C=C1)C1=C(C=CC=C1)CN1CCN(CC1)CC=1C=C2C(N(C(C2=CC1)=O)N1C(NC(CC1)=O)=O)=O 5-((4-((4'-chloro-[1,1'-biphenyl]-2-yl)methyl)piperazin-1-yl)methyl)-2-(2,4-dioxotetrahydropyrimidine-1(2H)-yl)isoindoline-1,3-dione